4-(6-(5-((2,4-difluorophenyl)sulfonamido)-6-methoxypyridin-3-yl)-3-fluoroquinolin-4-yl)piperazine FC1=C(C=CC(=C1)F)S(=O)(=O)NC=1C=C(C=NC1OC)C=1C=C2C(=C(C=NC2=CC1)F)N1CCNCC1